3,5-dichlorobenzoic acid chloride ClC=1C=C(C(=O)Cl)C=C(C1)Cl